N-(5-cyano-4-((2-methoxyethyl)amino)pyridin-2-yl)-5-formyl-1-(cyclopropylmethyl)1H-pyrrolo[3,2-b]pyridine-3-carboxamide C(#N)C=1C(=CC(=NC1)NC(=O)C1=CN(C=2C1=NC(=CC2)C=O)CC2CC2)NCCOC